C(#N)C=1C(=C(C=CC1)[C@@H](C)NC=1C=2C(N=C(N1)C)=C(C(N(C2)C2(CC2)CF)=O)C=2C=CC(=NC2)C#N)C (R)-5-(4-((1-(3-cyano-2-methylphenyl)ethyl)amino)-6-(1-(fluoromethyl)cyclopropyl)-2-Methyl-7-oxo-6,7-dihydropyrido[4,3-d]pyrimidin-8-yl)pyridinecarbonitrile